(2R)-2-amino-3-naphthalen-1-ylpropionic acid N[C@@H](C(=O)O)CC1=CC=CC2=CC=CC=C12